C(#N)C1(CCN(CC1)C(=O)NC1=NC=2N(C=C1)N=C(C2C2=CC(=NC(=C2)C)C)C2=CC(=CC=C2)C#N)C 4-cyano-N-[2-(3-cyanophenyl)-3-(2,6-dimethyl-4-pyridyl)pyrazolo[1,5-a]pyrimidin-5-yl]-4-methyl-piperidine-1-carboxamide